C1(CC1)C(=O)N1CCC(=CC1)B1OC(C(O1)(C)C)(C)C cyclopropyl(4-(4,4,5,5-tetramethyl-1,3,2-dioxaborolan-2-yl)-3,6-dihydropyridin-1(2H)-yl)methanone